ClC1=CC=C(C=C1)CC(=O)N1CC2(C1)CN(C2)CCC2=NC(=CC=C2)C 2-(4-chlorophenyl)-1-(6-(2-(6-methylpyridin-2-yl)ethyl)-2,6-diazaspiro[3.3]heptan-2-yl)ethanone